3-chloro-N-(cyclopropylmethyl)5-(4-fluorophenyl)sulfonyl-N-[1-[3-(N-methoxy-C-methyl-carbonimidoyl)pyrazin-2-yl]ethyl]benzamide ClC=1C=C(C(=O)N(C(C)C2=NC=CN=C2C(=NOC)C)CC2CC2)C=C(C1)S(=O)(=O)C1=CC=C(C=C1)F